4-amino-3-chloro-6-(4-chloro-2-fluoro-3-methoxyphenyl)picolinic acid NC1=C(C(=NC(=C1)C1=C(C(=C(C=C1)Cl)OC)F)C(=O)O)Cl